C(C)(C)N1N=C(C=2C=NC(=CC21)NC2=NC(=NC=C2)N2CCC(CC2)OC)N2CCC(CC2)N(C)CC2=C(C=CC=C2)C2C(NC(CC2)=O)=O 3-(2-(((1-(1-isopropyl-6-((2-(4-methoxypiperidin-1-yl)pyrimidin-4-yl)amino)-1H-pyrazolo[4,3-c]pyridin-3-yl)piperidin-4-yl)(methyl)amino)methyl)phenyl)piperidine-2,6-dione